naphthalenedi-Sulfonic acid C=1(C(=CC=C2C=CC=CC12)S(=O)(=O)O)S(=O)(=O)O